FC1=C(C=C2C=CN(C(C2=C1)=O)CCC[C@H](C)NC=1C=NNC(C1C(F)(F)F)=O)C1=NC=C(C=N1)C1=NN(C(=C1)C(F)(F)F)C (S)-7-fluoro-6-(5-(1-methyl-5-(trifluoromethyl)-1H-pyrazol-3-yl)pyrimidin-2-yl)-2-(4-((6-oxo-5-(trifluoromethyl)-1,6-dihydropyridazin-4-yl)amino)pentyl)isoquinolin-1(2H)-one